FC1(C[C@@H]([C@@H](C2=CC=C(C=C12)O)C1=CC=C(C=C1)N1CCC(CC1)CN1C[C@]2(CCN(C2)C2=CC=C(C=C2)C2C(NC(CC2)=O)=O)CC1)C1=CC=CC=C1)F |o1:27| 3-(4-((R*)-7-((1-(4-((1R,2S)-4,4-difluoro-6-hydroxy-2-phenyl-1,2,3,4-tetrahydronaphthalen-1-yl)phenyl)piperidin-4-yl)methyl)-2,7-diazaspiro[4.4]nonan-2-yl)phenyl)piperidine-2,6-dione